ClC1=CC(=C(C=C1S(=O)(=O)C)NS(=O)(=O)C=1C=C(C(=O)O)C=CC1C1CC1)N1CCCCC1 3-(N-(4-chloro-5-(methylsulfonyl)-2-(piperidin-1-yl)phenyl)sulfamoyl)-4-cyclopropylbenzoic acid